C(#N)C1=CC=C(C=C1)N1CCN(CC1)C=1C=CC(=NC1)NC(C1=CC=C(C=C1)OC)=O N-(5-(4-(4-Cyanophenyl)piperazin-1-yl)pyridin-2-yl)-4-methoxybenzamid